C(C)(C)(C)OC(=O)N1CCN(CC1)C1=NC=CC(=C1)C=1C(=C(C=C(C1)F)C1=CC(=C(C=C1)N1C(N(CC1)C(C)=O)=O)Cl)OC 4-(4-(4'-(3-acetyl-2-oxoimidazolidin-1-yl)-3'-chloro-5-fluoro-2-methoxy-[1,1'-biphenyl]-3-yl)pyridin-2-yl)piperazine-1-carboxylic acid tert-butyl ester